6-bromo-4-methoxypyrazolo[1,5-a]pyridine-3-carboxylic acid chloride BrC=1C=C(C=2N(C1)N=CC2C(=O)Cl)OC